ClC=1N=CC2=C(C=CC(=C2C1)C(C)C)N1[C@@H](CC1)CNC(OC(C)(C)C)=O tert-butyl (S)-((1-(3-chloro-5-isopropylisoquinolin-8-yl)azetidin-2-yl)methyl)carbamate